C[C@H]1CN(CC[C@@H]1NC(=O)C1=CC(=CC=2N(C=NC21)CC(F)(F)F)C#CCNC=2C(OC)=CC(=C(C2)C(NC)=O)F)CC2=CC=NC=C2 N-{(3S,4S)-3-methyl-1-[(4-pyridyl)methyl]-4-piperidyl}-6-{3-[4-(N-methylcarbamoyl)-5-fluoro-2-anisidino]-1-propynyl}-1-(2,2,2-trifluoroethyl)-1H-1,3-benzimidazole-4-carboxamide